pentadecyl-3-(o-tolyl)isoxazole-5,5(4H)-dicarboxylic acid diethyl ester C(C)OC(=O)C1(C(C(=NO1)C1=C(C=CC=C1)C)CCCCCCCCCCCCCCC)C(=O)OCC